N-(7-chloro-6-(4-(4-hydroxy-3-methyltetrahydrofuran-3-yl)piperazin-1-yl)isoquinolin-3-yl)-2-(methoxymethyl)cyclobutane-1-carboxamide ClC1=C(C=C2C=C(N=CC2=C1)NC(=O)C1C(CC1)COC)N1CCN(CC1)C1(COCC1O)C